[F-].C[N+](C)(C)C12CC3CC(CC(C1)C3)C2 N,N,N-trimethyladamantyl-ammonium fluoride